4-(1,4-Diazepan-1-yl)-5-fluoro-N-(quinoxalin-6-ylmethyl)pyridin-3-amine N1(CCNCCC1)C1=C(C=NC=C1F)NCC=1C=C2N=CC=NC2=CC1